tert-butyl (((1R,3R)-3-((2-(2,6-dioxopiperidin-3-yl)-1-oxoisoindolin-4-yl)amino)cyclopentyl)methyl)carbamate O=C1NC(CCC1N1C(C2=CC=CC(=C2C1)N[C@H]1C[C@@H](CC1)CNC(OC(C)(C)C)=O)=O)=O